tert-butyl 4-imidazo[1,2-a]pyridin-7-yl-3-oxo-piperazine-1-carboxylate N=1C=CN2C1C=C(C=C2)N2C(CN(CC2)C(=O)OC(C)(C)C)=O